4-((3-acrylamidoazetidin-1-yl)methyl)-N-(4-(4-morpholino-7H-pyrrolo[2,3-d]pyrimidin-6-yl)phenyl)picolinamide C(C=C)(=O)NC1CN(C1)CC1=CC(=NC=C1)C(=O)NC1=CC=C(C=C1)C1=CC2=C(N=CN=C2N2CCOCC2)N1